C(C)OC(C(F)(F)F)(C(F)(F)F)F 2-ethoxy-1,1,1,2,3,3,3-heptafluoropropane